propenyl-phenyl-isoprene C(=CC)C(=CC(C)=C)C1=CC=CC=C1